C1(C(CC2=CC=CC=C12)=S)=S indendithione